S1C(=CC=C1)C1=NC(=NC(=C1)C(F)(F)F)S(=O)(=O)CC=1C=C2C=CC=[N+](C2=CC1)[O-] 6-(((4-(thiophen-2-yl)-6-(trifluoromethyl)pyrimidin-2-yl)sulfonyl)methyl)quinoline 1-oxide